N-(1-cyanocyclopropyl)-8-(4-isobutyrylpiperazin-1-yl)-3-(5-methylthiazol-2-yl)imidazo[1,2-a]pyridine-6-sulfonamide C(#N)C1(CC1)NS(=O)(=O)C=1C=C(C=2N(C1)C(=CN2)C=2SC(=CN2)C)N2CCN(CC2)C(C(C)C)=O